FC1(CNC(N(C1)C(COC)C1=CN=C(S1)NC(OC(C)(C)C)=O)=C=O)F tert-butyl (5-(1-(5,5-difluoro-2-carbonyltetrahydropyrimidin-1(2H)-yl)-2-methoxyethyl)thiazol-2-yl)carbamate